6-bromo-7-((tetrahydrofuran-3-yl)oxy)quinazolin-4(3H)-one BrC=1C=C2C(NC=NC2=CC1OC1COCC1)=O